(E)-Methyl 3-(3-(2-hydroxy-4,5-dimethylphenyl)-3-oxoprop-1-en-1-yl)benzoate OC1=C(C=C(C(=C1)C)C)C(/C=C/C=1C=C(C(=O)OC)C=CC1)=O